4-methoxybutyl 3-oxobutyrate O=C(CC(=O)OCCCCOC)C